4-acryloyloxyphenylacetic acid C(C=C)(=O)OC1=CC=C(C=C1)CC(=O)O